1-(benzofuran-2-yl(1-butyl-1H-tetrazol-5-yl)methyl)-4-(4-methoxyphenyl)piperidine O1C(=CC2=C1C=CC=C2)C(N2CCC(CC2)C2=CC=C(C=C2)OC)C2=NN=NN2CCCC